C(=O)C1=C(OC[C@H]2N(CCOC2)C(=O)C=2C(=NC=CN2)CCC#N)C=CC=C1O 3-[3-[(3S)-3-(2-formyl-3-hydroxyphenoxymethyl)morpholine-4-carbonyl]pyrazin-2-yl]propionitrile